ethyl heptadecanate C(CCCCCCCCCCCCCCCC)(=O)OCC